FC=1C=CC(=C(C1)N1C2=C(C=CC1=O)C(N(C2)C2=CC=C(C=C2)F)=O)OC 1-(5-fluoro-2-methoxyphenyl)-6-(4-fluorophenyl)-6,7-dihydro-1H-pyrrolo[3,4-b]pyridine-2,5-dione